4-Amino-N-(1-((2,3-dihydrobenzo[b][1,4]dioxin-6-yl)amino)-6-methylisoquinoline-5-yl)quinazoline-8-carboxamide NC1=NC=NC2=C(C=CC=C12)C(=O)NC1=C2C=CN=C(C2=CC=C1C)NC1=CC2=C(OCCO2)C=C1